ClC1=C(C=C(C(=C1)CC1=CC(=CC(=C1)F)Cl)C)N=CN(C)CC N'-(2-chloro-4-(3-chloro-5-fluorobenzyl)-5-methylphenyl)-N-ethyl-N-methylformimidamide